C(C)(C)(C)OC(=O)NC/C=C/CNC1=NC=C(C=C1[S-])C(=O)OC (E)-2-((4-((tert-butoxycarbonyl)amino)but-2-en-1-yl)amino)-5-(methoxycarbonyl)pyridine-3-thiolate